FC1=C(C(=CC=2C3=C(C(=NC12)O[C@@H](C)[C@H]1N(CCC1)C)N=NN3[C@@H]3C[C@H](NCC3)CC#N)C)C=3C(=CC=C1C=CC(=NC31)C)F ((2S,4S)-4-(6-fluoro-7-(7-fluoro-2-methylquinolin-8-yl)-8-methyl-4-((S)-1-((S)-1-methylpyrrolidin-2-yl)ethoxy)-1H-[1,2,3]triazolo[4,5-c]quinolin-1-yl)piperidin-2-yl)acetonitrile